3-(4,4-difluoroazepan-1-yl)quinoline-2-carboxylic acid FC1(CCN(CCC1)C=1C(=NC2=CC=CC=C2C1)C(=O)O)F